ClCCC(=C(C1=CC=C(C=C1)O)C1=CC=C(OCCN2CCC(CC2)CN2C[C@H](CCC2)NC=2C=C3C(N(C(C3=CC2)=O)C2C(NC(CC2)=O)=O)=O)C=C1)C1=CC=C(C=C1)O 5-(((S)-1-((1-(2-(4-(4-chloro-1,2-bis(4-hydroxyphenyl)but-1-en-1-yl)phenoxy)ethyl)piperidin-4-yl)methyl)piperidin-3-yl)amino)-2-(2,6-dioxopiperidin-3-yl)isoindoline-1,3-dione